FC(C1=CC=C(C=C1)CCNC([O-])=O)(F)F N-{2-[4-(trifluoromethyl)phenyl]ethyl}carbamate